3-methyl-decene CC(C=C)CCCCCCC